CC(C=O)CC1=CC=C(C=C1)C(C)(C)C 2-methyl-3-(p-tert-butylphenyl)-propionaldehyde